C(C1=CC=CC=C1)OC=1C=C2C=CC(=CC2=C(C1N1S(NC(C1)=O)(=O)=O)F)C=CC#N 3-(6-(benzyloxy)-7-(1,1-dioxo-4-oxo-1,2,5-thiadiazolidin-2-yl)-8-fluoronaphthalen-2-yl)acrylonitrile